diisobutyl (oxybis(ethane-2,1-diyl)) dicarbonate C(OCC(C)C)(OCCOCCOC(OCC(C)C)=O)=O